1-(5-fluoro-1H-indazol-4-yl)-ethanamine FC=1C(=C2C=NNC2=CC1)C(C)N